N1=CC(=C2N1C=CC=N2)NC(=O)C=2C=C1CNN(C1=CC2)C2CCCCC2 N-(PYRAZOLO[1,5-A]PYRIMIDIN-3-YL)-1-CYCLOHEXYL-2H-INDAZOLE-5-CARBOXAMIDE